C(C)(C)(C)C=1N=C(OC1)C1=NC(=CC=C1Cl)C=1OC=C(N1)C(C)(C)C 2,6-bis[4-(R)-tert-butyl-2-oxazolyl]chloropyridine